[Re](=O)(=O)([O-])[O-].[Tl+].[Tl+] thallium rhenate